4-chloro-2-(methylthio)benzonitrile ClC1=CC(=C(C#N)C=C1)SC